Vinyltris(β-methoxyethoxy)silane tert-butyl-4-[5-[(1R or S)-1-phenyl-2,3-dihydro-1H-pyrrolo[1,2-a]benzimidazol-7-yl]-2-pyridyl]piperazine-1-carboxylate C(C)(C)(C)OC(=O)N1CCN(CC1)C1=NC=C(C=C1)C=1C=CC2=C(N3C(=N2)CC[C@@H]3C3=CC=CC=C3)C1.C(=C)[Si](OCCOC)(OCCOC)OCCOC |o1:29|